ClC=1N=C(C2=C(N1)CCS2)Cl (R)-2,4-dichloro-6,7-dihydrothieno[3,2-d]pyrimidine